dimyristoyl-3,3'-thiodipropionate C(CCCCCCCCCCCCC)(=O)OC(CCSCCC(=O)OC(CCCCCCCCCCCCC)=O)=O